(R)-3,4-dihydroxy-5-[(S)-2,2-dimethyl-1,3-dioxolan-4-yl]furan-2(5H)-one OC=1C(O[C@@H](C1O)[C@H]1OC(OC1)(C)C)=O